C1(=CC=CC=2C3=CC=CC=C3CC12)COC(=O)NC[C@@H]1CC[C@H](CC1)C(=O)O trans-4-(N-fluorenylmethoxycarbonylaminomethyl)cyclohexanecarboxylic acid